(5-(1-((4-cyanophenyl)sulfonyl)-1,2,5,6-tetrahydropyridin-4-yl)-3-hydroxy-pyridine-2-carbonyl)glycine methyl ester COC(CNC(=O)C1=NC=C(C=C1O)C1=CCN(CC1)S(=O)(=O)C1=CC=C(C=C1)C#N)=O